FC=1C(=NC(=NC1)NC1=CC=C(C=N1)CN1CC2=CC=C(C=C2CC1)CO)C=1C=C(C2=C(N(C(=N2)C)C(C)C)C1)F (2-((6-((5-fluoro-4-(4-fluoro-1-isopropyl-2-methyl-1H-benzo[d]-imidazol-6-yl)pyrimidin-2-yl)amino)pyridin-3-yl)methyl)-1,2,3,4-tetrahydroisoquinolin-6-yl)methanol